C(C)OC1=CC(=C(C=C1)C(=C)C)[N+](=O)[O-] 4-ethoxy-2-nitro-1-(prop-1-en-2-yl)benzene